C(#N)C=1C=CC(=NC1)NC(CSC1=NC2=NC=CN=C2C(N1CCC1=CC=CC=C1)=O)=O N-(5-Cyanopyridin-2-yl)-2-((4-oxo-3-phenethyl-3,4-dihydropteridin-2-yl)thio)acetamide